C(C=C)(=O)OC(CCCCCOC1=CC=C(C(=O)OC2=CC(=C(C=C2)OC(C2=CC=C(C=C2)OCCCCCC(CCCCCC)OC(C=C)=O)=O)OC(C2=CC=C(C=C2)OCCCCCC(CCCCCC)OC(C=C)=O)=O)C=C1)CCCCCC 1,3,4-tris(4-(6-(acryloyloxy)dodecyloxy)benzoyloxy)benzene